OCCNCCNC1=C(C=CC=C1)C1=NC=NC(=C1)C 4-(2-(2-(2-hydroxylethylamino)ethylamino)phenyl)-6-methylpyrimidin